2-(2-{5-[(3R,5R)-3-amino-5-fluoropiperidine-1-carbonyl]-7-methoxy-1-methyl-1H-1,3-benzodiazol-2-yl}-1-(cyclopropylmethyl)-1H-pyrrolo[2,3-b]pyridin-6-yl)-1,1,1-trifluoropropan-2-ol N[C@H]1CN(C[C@@H](C1)F)C(=O)C1=CC2=C(N(C(=N2)C2=CC=3C(=NC(=CC3)C(C(F)(F)F)(C)O)N2CC2CC2)C)C(=C1)OC